NC(C(COC(F)F)NC(=O)C1=C(OC2=C1C=C(C=C2)OCC2=C(N=CS2)C)C)=O N-(1-amino-3-(difluoromethoxy)-1-oxopropan-2-yl)-2-methyl-5-((4-methylthiazol-5-yl)methoxy)benzofuran-3-carboxamide